5-(6-chloro-5-(phenethylamino)pyridazin-3-yl)pyrimidine-2,4(1H,3H)-dione ClC1=C(C=C(N=N1)C=1C(NC(NC1)=O)=O)NCCC1=CC=CC=C1